5-(3-isopropyl-5-(1-isopropylpiperidin-4-yl)-1H-indol-2-yl)-1-methyl-[3,3'-bipyridine]-2(1H)-one C(C)(C)C1=C(NC2=CC=C(C=C12)C1CCN(CC1)C(C)C)C=1C=C(C(N(C1)C)=O)C=1C=NC=CC1